C(CCC)C1(C(C(=C(C=C1N)N)N)N)N 4-butylbenzenepentaamine